7-(6-chloropyridin-2-yl)-2-(2,5-dimethyl-1H-pyrrol-1-yl)-8-methoxy-[1,2,4]triazolo[1,5-a]pyridine ClC1=CC=CC(=N1)C1=C(C=2N(C=C1)N=C(N2)N2C(=CC=C2C)C)OC